(S)-N-((3-chloropyrazin-2-yl)methyl)-4-(5-(5-fluoro-2-methoxypyridin-4-yl)-1H-pyrazole-3-carbonyl)-4-azaspiro[2.5]octane-7-carboxamide ClC=1C(=NC=CN1)CNC(=O)[C@H]1CCN(C2(CC2)C1)C(=O)C1=NNC(=C1)C1=CC(=NC=C1F)OC